BrC1=CC=C(C=C1)C=1OCCN1 2-(4-bromophenyl)oxazoline